hexenoxypentachlorotriphosphazene C(=CCCCC)OP(=NP(N(P(Cl)Cl)Cl)Cl)Cl